C(C)(C)(C)N(C(O)=O)CCOCCOCCN1C(=NC2=CC=C(C=C2C1=O)Br)C1CN(C1)C(C=C)=O.CC1CC(CC(C1)C)[Si](OC)(OC)C1CCCC1 3,5-dimethylcyclohexylcyclopentyl-dimethoxysilane tert-butyl-(2-(2-(2-(2-(1-acryloylazetidin-3-yl)-6-bromo-4-oxoquinazolin-3(4H)-yl)ethoxy)ethoxy)ethyl)carbamate